BrC=1C(=NC=2N(C1)C=C(N2)C(=O)OCC)C ethyl 6-bromo-7-methylimidazo[1,2-a]pyrimidine-2-carboxylate